ClC1=CC=C(C=C1)C1=NN(C[C@H]1C1=CC=CC=C1)C(NCCS(=O)(=O)N1CCNCC1)=NS(=O)(=O)C1=CC=C(C=C1)F (R)-3-(4-chlorophenyl)-N'-((4-fluorophenyl)sulfonyl)-4-phenyl-N-(2-(piperazin-1-ylsulfonyl)ethyl)-4,5-dihydro-1H-pyrazole-1-carboximidamide